(2-chlorovinyl) phenyl telluride C1(=CC=CC=C1)[Te]C=CCl